C(C)N1C=C(C(C2=CC(=C(C=C12)N1CCNCC1)F)=O)C(=O)O 1-ethyl-6-fluoro-7-piperazin-1-yl-quinolin-4(1H)-one-3-carboxylic acid